CC(CC(=O)NC1=C(C=C(C=C1C)B(O)O)C)(C)C (4-(3,3-dimethylbutyramido)-3,5-dimethylphenyl)boronic acid